3-[3-methyl-5-[1-[4-(methylamino)butyl]-4-piperidyl]-2-oxo-benzimidazol-1-yl]piperidine-2,6-dione CN1C(N(C2=C1C=C(C=C2)C2CCN(CC2)CCCCNC)C2C(NC(CC2)=O)=O)=O